4-[7-[((R)-Cyclopropyl-chinolin-3-yl-methyl)-amino]-1-(tetrahydro-pyran-4-yl)-1H-pyrazolo[4,3-d]pyrimidin-5-yl]-piperazin C1(CC1)[C@H](C=1C=NC2=CC=CC=C2C1)NC=1C2=C(N=C(N1)N1CCNCC1)C=NN2C2CCOCC2